2-Amino-7-fluoro-4-(5-fluoro-3-((R)-3-(4-methyl-1,4-diazepan-1-yl)pyrrolidin-1-yl)-7,9-dihydrofuro[3,4-f]quinazolin-6-yl)thieno[3,2-c]pyridine-3-carbonitrile NC1=C(C=2C(=NC=C(C2S1)F)C=1C2=C(C=3C=NC(=NC3C1F)N1C[C@@H](CC1)N1CCN(CCC1)C)COC2)C#N